N-(5-Bromo-6-(2-(dimethylamino)ethoxy)pyridin-2-yl)-6-(2-cyclopropyl-4-(5-methyl-1,2,4-oxadiazol-3-yl)phenyl)nicotinamid BrC=1C=CC(=NC1OCCN(C)C)NC(C1=CN=C(C=C1)C1=C(C=C(C=C1)C1=NOC(=N1)C)C1CC1)=O